methyl 2,6-diacetylpyridine-4-carboxylate C(C)(=O)C1=NC(=CC(=C1)C(=O)OC)C(C)=O